N1=CC=C(C=C1)C1=NC(=CC(=C1)C1=CC=CC=C1)C1=CC=NC=C1 2,6-di(pyridin-4-yl)-4-phenylpyridine